C1(CC1)C1=C2CC(C(C2=CC=C1)=O)C 4-cyclopropyl-2-methyl-2,3-dihydro-1H-inden-1-one